C(C1=CC=CC=C1)N(C(O)=O)C(C)(C)C1=CC(=NC=C1)Cl.C[Si](CCOCN1N=CC(=C1)C)(C)C trimethyl-[2-[(4-methylpyrazol-1-yl)methoxy]ethyl]silane benzyl-(2-(2-chloropyridin-4-yl)propan-2-yl)carbamate